tert-butyl (R)-4-((3-(1-((4-((6-(benzyloxy)hexyl)oxy)-7-morpholinophthalazin-1-yl)amino)ethyl)phenyl)difluoromethyl)piperidine-1-carboxylate C(C1=CC=CC=C1)OCCCCCCOC1=NN=C(C2=CC(=CC=C12)N1CCOCC1)N[C@H](C)C=1C=C(C=CC1)C(C1CCN(CC1)C(=O)OC(C)(C)C)(F)F